(R)-2-(N-[5-[4-(difluoromethoxy)benzoyl]-4-methyl-thiazol-2-yl]-3,4-difluoro-anilino)propanamide FC(OC1=CC=C(C(=O)C2=C(N=C(S2)N(C2=CC(=C(C=C2)F)F)[C@@H](C(=O)N)C)C)C=C1)F